5-((4-((trifluoromethyl)thio)benzyl)thio)-1H-1,2,3-triazole-4-carboxylic acid FC(SC1=CC=C(CSC2=C(N=NN2)C(=O)O)C=C1)(F)F